3-amino-4-(1-(4-((5-chloro-3-fluoropyridin-2-yl)oxy)phenyl)-1H-1,2,3-triazol-4-yl)butanoic acid hydrochloride Cl.NC(CC(=O)O)CC=1N=NN(C1)C1=CC=C(C=C1)OC1=NC=C(C=C1F)Cl